CC1=C(OC=2C=C3C(=CN(C3=CC2)S(=O)(=O)C2=CC=C(C=C2)C)C(C)C)C(=CC(=C1)[N+](=O)[O-])C 5-(2,6-dimethyl-4-nitrophenoxy)-3-isopropyl-1-(4-methylbenzene-sulfonyl)indole